3-bromopropylamine hydrobromide salt Br.BrCCCN